NC1CCN(CC1)C(=O)C1=NN(C=2CCC(CC12)(F)F)CC[C@@H]1CC[C@@H](CC1)OC1=NC=CC=C1C (4-Aminopiperidin-1-yl)[5,5-difluoro-1-(2-{cis-4-[(3-methylpyridin-2-yl)oxy]cyclohexyl}ethyl)-4,5,6,7-tetrahydro-1H-indazol-3-yl]methanon